N-(2-(5-azaspiro[2.4]heptan-5-yl)ethyl)-6-methyl-5-((1-methyl-8-(1-methyl-1H-pyrazol-4-yl)-1H-pyrazolo[3,4-d]pyrrolo[1,2-b]pyridazin-3-yl)amino)nicotinamide C1CC12CN(CC2)CCNC(C2=CN=C(C(=C2)NC2=NN(C=1C=3N(N=CC12)C=C(C3)C=3C=NN(C3)C)C)C)=O